C(C=C)(=O)NCCNC1=NC=CC(=C1)NC=1C(=NC(=C(N1)NC1CCOCC1)CC)C(=O)N 3-((2-((2-Acrylamidoethyl)amino)pyridin-4-yl)amino)-6-ethyl-5-((tetrahydro-2H-pyran-4-yl)amino)pyrazine-2-carboxamide